zirconium (IV) tetraoxide [O-2].[O-2].[O-2].[O-2].[Zr+4].[Zr+4]